C(C)(C)N1C(C2=CC(=C(C=C2C1)NC(=O)C=1C=NN2C1N=CC(=C2)C(=O)N)N2CCOCC2)=O N3-(2-isopropyl-6-morpholino-1-oxo-isoindolin-5-yl)pyrazolo[1,5-a]pyrimidine-3,6-dicarboxamide